NC=1C=C(C=CC1)C1(CC(C1)C#N)CC1=NN=CN1C (1r,3r)-3-(3-aminophenyl)-3-[(4-methyl-1,2,4-triazol-3-yl)methyl]cyclobutane-1-carbonitrile